COC1=CC=C(C=C1)S(=O)(=O)OC1=CC=C(C=C1)NC(=O)NC1=CC=C(C=C1)OS(=O)(=O)C1=CC=C(C=C1)OC N,N'-di-[4-(p-methoxybenzenesulfonyloxy)phenyl]urea